9-methyl-1,2,3,4-tetrahydrofluorenyl-tribenzyl-titanium CC1C2=CC=CC=C2C=2CCCC(C12)[Ti](CC1=CC=CC=C1)(CC1=CC=CC=C1)CC1=CC=CC=C1